FC1CCN(CC1)CC(=O)NC=1N=CC2=CC=C(C=C2C1)C=1SC(=NN1)C 2-(4-fluoropiperidin-1-yl)-N-(6-(5-methyl-1,3,4-thiadiazol-2-yl)isoquinolin-3-yl)acetamide